CC1(C(CC2=CC=CC=C12)NC1=CC=C(C=C1)[C@@H](C(F)(F)F)N(C(C=CS(NC)(=O)=O)=O)C)C N-((1S)-1-(4-((1,1-dimethyl-2,3-dihydro-1H-inden-2-yl)amino)phenyl)-2,2,2-trifluoroethyl)-N-methyl-3-(N-methylsulfamoyl)propenamide